ClC1=C(C(=O)NC2=CC=C(C=C2)F)C=C(C=C1)C=1C=2N(C=CC1)C(=C(N2)CO)C=2C=NC=CC2 2-chloro-N-(4-fluorophenyl)-5-(2-(hydroxymethyl)-3-(pyridin-3-yl)imidazo[1,2-a]pyridin-8-yl)benzamide